N-(4-{1-[(pyridin-4-yl)carbonyl]piperidin-4-yl}butyl)-1H-pyrrolo[3,2-c]pyridine-2-carboxamide N1=CC=C(C=C1)C(=O)N1CCC(CC1)CCCCNC(=O)C1=CC=2C=NC=CC2N1